Sodium 4-tert-butylbenzenesulfonate C(C)(C)(C)C1=CC=C(C=C1)S(=O)(=O)[O-].[Na+]